FC(C(=O)O)(F)F.FC1=C(C(=CC(=C1)F)F)S(=O)(=O)NC=1C(=NC=C(C1)C=1C=CC=2N=CN=C(C2N1)C=1CCNCC1)OC 2,4,6-trifluoro-N-(2-methoxy-5-(4-(1,2,3,6-tetrahydropyridin-4-yl)pyrido[3,2-d]pyrimidine-6-yl)pyridin-3-yl)benzenesulfonamide trifluoroacetate